C(CCCCCCC)N([C@@H](CC(C)C)C(=O)O)C(C)=O octyl-acetylleucine